C(CCC)C(CC(C(=O)O)(CCCCCCCC(CCCCCCCCC(=O)O)N(CCCCCCCCCC)C(C(CCCN(C)C)F)=O)CC(CCCCCC)CCCC)CCCCCC Bis(2-butyloctyl)10-(N-decyl-5-(dimethylamino)-2-fluoropentanoylamino)nonadecanedioic acid